[W].[Nb].[Mo] Molybdenum-niobium-tungsten